tris(((Z)-2,2,6,6-tetramethyl-5-oxohept-3-en-3-yl)oxy)manganese CC(C)(/C(=C/C(C(C)(C)C)=O)/O[Mn](O\C(\C(C)(C)C)=C/C(C(C)(C)C)=O)O\C(\C(C)(C)C)=C/C(C(C)(C)C)=O)C